C1=CC=CC=2SC3=CC=CC=C3N(C12)C(CN[C@H](C)C1=CC=CC=C1)=O (R)-1-(10H-phenothiazin-10-yl)-2-((1-phenylethyl)amino)ethan-1-one